[Al].FC1=C2NC(C(=NC2=CC=C1CN1CCN(CC1)C=1C=CC(=NC1)C(=O)NC([2H])([2H])[2H])OC)=O 5-(4-((5-fluoro-2-methoxy-3-oxo-4H-quinoxalin-6-yl)methyl)piperazin-1-yl)-N-(methyl-d3)pyridine-2-carboxamide aluminum